methyl 2-cyclopropylpyrazolo[1,5-a]pyridine-5-carboxylate C1(CC1)C1=NN2C(C=C(C=C2)C(=O)OC)=C1